(5Z)-1-{[tert-butyl-(dimethyl)silyl]oxy}tetradec-5-en-3-ol C(C)(C)(C)[Si](OCCC(C\C=C/CCCCCCCC)O)(C)C